ClC=1N=C(C2=C(N1)C=C(S2)C(F)(F)F)NC 2-chloro-N-methyl-6-(trifluoromethyl)thieno[3,2-d]pyrimidin-4-amine